Cl.N=1C=NN2C1C=C(C=C2)OC2=C(C=C(C=C2)NC2=NC=NC1=CC3=C(C=C21)N2CCN[C@@H](CO3)C2)C (10R)-N-(4-([1,2,4]triazolo[1,5-a]pyridin-7-yloxy)-3-methylphenyl)-8,9,10,11-tetrahydro-7H-6,10-methano[1,4,7]oxadiazonino[3,2-g]quinazolin-4-amine hydrochloride